C[Si](C)(C)COC1=NN(C=C1)C(=O)OC(C)(C)C tert-Butyl 3-(trimethylsilylmethoxy)pyrazole-1-carboxylate